C[Si](C)(C)[SiH2]N(C(C)(C)C)C(C)(C)C trimethylsilyl-di-tert-butylaminosilane